The molecule is a member of the class of indazoles that is 3-(indazol-3-yl}prop-2-enoic acid carrying additional 2,4-dichlorobenzyl and trifluoromethyl substituents at positions 1 and 6 respectively. An orally active antispermatogenic compound with antifertility effects that is a potential male contraceptive drug. It has a role as a Hsp90 inhibitor, a eukaryotic translation elongation factor 1alpha 1 inhibitor, a synthetic oral contraceptive and an antispermatogenic agent. It is a member of indazoles, an alpha,beta-unsaturated monocarboxylic acid, an olefinic compound, a dichlorobenzene and an organofluorine compound. It derives from a lonidamine. C1=CC2=C(C=C1C(F)(F)F)N(N=C2/C=C/C(=O)O)CC3=C(C=C(C=C3)Cl)Cl